tert-butyl 4-(hydroxymethyl)indole-1-carboxylate OCC1=C2C=CN(C2=CC=C1)C(=O)OC(C)(C)C